FC=1C=C2CCN(CC2=CC1)C1=C(C(=C(S1)C)NC(CC(C)(C)C)=O)C N-(5-(6-fluoro-3,4-Dihydroisoquinolin-2(1H)-yl)-2,4-dimethylthiophen-3-yl)-3,3-dimethylbutanamide